NCCOCCOCC(=O)N[C@H](C(=O)N1[C@@H](C[C@H](C1)O)C(=O)NCC1=CC=C(C=C1)C1=C(N=CS1)C)C(C)(C)C (2S,4R)-1-((S)-2-(2-(2-(2-aminoethoxy)ethoxy)acetamido)-3,3-dimethylbutyryl)-4-hydroxy-N-(4-(4-methylthiazol-5-yl)benzyl)pyrrolidine-2-carboxamide